C(C)(C)(C)OC(=O)N1[C@@H](C[C@@](CC1)(C(=O)OC(C)(C)C)CC1=NC(=C(C(=C1)C)F)Cl)C di-tert-butyl-(2R,4R)-4-((6-chloro-5-fluoro-4-methylpyridin-2-yl) methyl)-2-methylpiperidine-1,4-dicarboxylate